1-(3-((4,4-bis(octyloxy)butanoyl)oxy)-2-(hydroxymethyl)propyl) 9-(undecan-2-yl) nonanedioate C(CCCCCCCC(=O)OC(C)CCCCCCCCC)(=O)OCC(COC(CCC(OCCCCCCCC)OCCCCCCCC)=O)CO